C1CCC2=C(C=3CCCC3C=C12)NC(=O)N=[S@@](=O)(N)C1=CN=C(S1)C(C([2H])([2H])[2H])(C([2H])([2H])[2H])O (S)-N'-((1,2,3,5,6,7-hexahydro-s-indacen-4-yl)carbamoyl)-2-(2-hydroxypropan-2-yl-1,1,1,3,3,3-d6)thiazole-5-sulfonimidamide